C(C=C)N1N(C2=NC(=NC=C2C1=O)NC1=CC=C(C=C1)N1CCN(CC1)C)C=1N=C2N(C1)CC[C@@]2(C)O |r| racemic-2-allyl-1-(7-hydroxy-7-methyl-6,7-dihydro-5H-pyrrolo[1,2-a]imidazol-2-yl)-6-((4-(4-methylpiperazin-1-yl)phenyl)amino)-1,2-dihydro-3H-pyrazolo[3,4-d]pyrimidin-3-one